2-(1-adamantylmethyl)-4-[6-(2,4-dimethylpyrazol-3-yl)pyridazin-3-yl]oxy-3,3a,4,5,6,6a-hexahydro-1H-cyclopenta[c]pyrrole C12(CC3CC(CC(C1)C3)C2)CN2CC3C(C2)C(CC3)OC=3N=NC(=CC3)C=3N(N=CC3C)C